BrC1=C(C=CC(=C1)\C=C\C=C)C(F)(F)F (E)-2-bromo-4-(buta-1,3-dien-1-yl)-1-(trifluoromethyl)benzene